N-[2-[[8-methyl-2-[4-(4-methylpiperazin-1-yl)anilino]-7-oxo-pyrido[2,3-d]pyrimidin-6-yl]methyl]phenyl]prop-2-enamide CN1C(C(=CC2=C1N=C(N=C2)NC2=CC=C(C=C2)N2CCN(CC2)C)CC2=C(C=CC=C2)NC(C=C)=O)=O